ClC=1C2=C(N=CN1)N(C=C2I)CC 4-chloro-7-ethyl-5-iodo-7H-pyrrolo[2,3-d]pyrimidine